tert-butyl (1R,5S)-3-benzyl-6-(cyanomethylene)-3,8-diazabicyclo[3.2.1]octane-8-carboxylate C(C1=CC=CC=C1)N1C[C@H]2CC([C@@H](C1)N2C(=O)OC(C)(C)C)=CC#N